4-benzyl-1-((5-(4-fluorophenyl)-4H-1,2,4-triazol-3-yl)methyl)piperidine C(C1=CC=CC=C1)C1CCN(CC1)CC1=NN=C(N1)C1=CC=C(C=C1)F